CN1C([C@H]2N(C(C1C)=O)[C@H]([C@](C2)(C#N)C)C=2SC=CC2)=O |r| rac-(6R,7S,8aS)-2,3,7-trimethyl-1,4-dioxo-6-(thiophen-2-yl)octahydropyrrolo[1,2-a]pyrazine-7-carbonitrile